FC(S(=O)(=O)OC1=NN(C(C=2C1=CN(C(C2)=O)C2CC2)=O)C)(F)F 6-cyclopropyl-2-methyl-1,7-dioxo-1,2,6,7-tetrahydropyrido[3,4-d]pyridazin-4-yl trifluoromethanesulfonate